ClC=1C(=C(C=CC1)C1=NNC2=NC(=CN=C21)N2CCC1(CCC[C@H]1N)CC2)C (R)-8-(3-(3-chloro-2-methylphenyl)-1H-pyrazolo[3,4-b]pyrazin-6-yl)-8-azaspiro[4.5]decan-1-amine